5-bromo-6-methoxy-2,3-dihydro-1H-inden-1-one BrC=1C=C2CCC(C2=CC1OC)=O